BrC1=CC=C2C=CN(C(C2=C1)=O)C1=NC(=CC=C1)C1=NN=CN1C(C)C 7-bromo-2-(6-(4-isopropyl-4H-1,2,4-triazol-3-yl)pyridin-2-yl)isoquinolin-1(2H)-one